2-[[4-[2-(4-chloro-2-fluoro-phenyl)-2-methyl-1,3-benzodioxol-4-yl]-2,6-difluoro-phenyl]methyl]-3-[[(2S)-tetrahydrofuran-2-yl]methyl]benzimidazole-5-carboxylic acid ClC1=CC(=C(C=C1)C1(OC2=C(O1)C=CC=C2C2=CC(=C(C(=C2)F)CC=2N(C1=C(N2)C=CC(=C1)C(=O)O)C[C@H]1OCCC1)F)C)F